C([2H])([2H])([2H])N(C(C([2H])([2H])C1=CN(C2=CC=C(C=C12)OC([2H])([2H])[2H])C(CCCCCCC\C=C/C\C=C/CCCCC)=O)([2H])[2H])C([2H])([2H])[2H] (9Z,12Z)-1-(3-(2-(bis(methyl-d3)amino)ethyl-1,1,2,2-d4)-5-(methoxy-d3)-1H-indol-1-yl)octadeca-9,12-dien-1-one